N-methyl-piperidine-4-acetic acid CN1CCC(CC1)CC(=O)O